(R)-4-(7-fluoroimidazo[1,2-a]pyridin-3-yl)-7-((5-(2-(2-hydroxypropan-2-yl)morpholino)pyridin-2-yl)amino)isoindolin-1-one FC1=CC=2N(C=C1)C(=CN2)C2=C1CNC(C1=C(C=C2)NC2=NC=C(C=C2)N2C[C@@H](OCC2)C(C)(C)O)=O